ClC=1C(=C(OCC2CN(CC2)C(=O)OC(C)(C)C)C=C(C1)[N+](=O)[O-])C tert-butyl 3-((3-chloro-2-methyl-5-nitrophenoxy)methyl)pyrrolidine-1-carboxylate